3-(2-chloro-4-fluorophenyl)propionic acid ClC1=C(C=CC(=C1)F)CCC(=O)O